CCCCCCCCCCCCCCCC/C=C\OC[C@H](COP(=O)(O)OC[C@H](CO)O)OC(=O)CCCCCCCCC/C=C\C/C=C\CCCCC 1-(1Z-octadecenyl)-2-(11Z,14Z-eicosadienoyl)-glycero-3-phospho-(1'-sn-glycerol)